COC=1C=C(C=CC1)C=1C(=C(NC1C1=NC2=C(N1)C=CC(=C2)N2CCN(CC2)C)C)C(C)=O 1-(4-(3-methoxyphenyl)-2-methyl-5-(5-(4-methylpiperazin-1-yl)-1H-benzo[d]imidazol-2-yl)-1H-pyrrol-3-yl)ethan-1-one